BrC=1C=C(C(=O)OC)C=CC1OC1CC(C1)CO[Si](C)(C)C(C)(C)C methyl 3-bromo-4-[3-[[tert-butyl (dimethyl)silyl]oxymethyl]cyclobutoxy]benzoate